p-methoxyphenylbis(2,4,6-trimethylbenzoyl)phosphine oxide COC1=CC=C(C=C1)P(C(C1=C(C=C(C=C1C)C)C)=O)(C(C1=C(C=C(C=C1C)C)C)=O)=O